C(C(C)(C)C)OC([C@H](C)NP(=O)(OC1=CC=C(C=C1)[N+](=O)[O-])N[C@@H](C)C(=O)OCC(CC)CC)=O 2-Ethylbutyl ((((S)-1-(neopentyloxy)-1-oxopropan-2-yl)amino)(4-nitrophenoxy)phosphoryl)-L-alaninate